[Br-].BrC=1C=CC(=[N+](C1)CC(=O)OC)C 5-bromo-1-(2-methoxy-2-oxoethyl)-2-methylpyridin-1-ium bromide